9,10-diglycidyl-oxyanthracene C(C1CO1)OC=1C2=CC=CC=C2C(=C2C=CC=CC12)OCC1CO1